2-(4-(4,4-dimethyl-2,5-dioxo-3-((2-oxo-2,3-dihydro-1H-pyrrolo[2,3-b]pyridin-4-yl)methyl)imidazolidin-1-yl)phenyl)-2-methylpropanenitrile CC1(N(C(N(C1=O)C1=CC=C(C=C1)C(C#N)(C)C)=O)CC1=C2C(=NC=C1)NC(C2)=O)C